FC(C=1C(NC(NC1)=O)=O)(F)F 5-(trifluoromethyl)pyrimidine-2,4(1h,3h)-dione